COC1=CC=C(CN(CC2=CC=C(C=C2)OC)C2=C(C(=C(C=O)C(=C2)Br)F)F)C=C1 (bis(4-methoxybenzyl)amino)-6-bromo-2,3-difluorobenzaldehyde